C(C)OC1=C(C(C(=O)[O-])=CC=C1)C(=O)ON1C(C(=CC2=CC(=CC=C12)NC1=NC(=NC=C1Cl)Cl)OCC(NC)=O)=O 2-[6-[(2,5-dichloropyrimidin-4-yl) amino]-3-[(methylcarbamoyl) methoxy]-2-oxoquinolin-1-yl] ethoxyphthalate